(1S,3S)-3-((6-(3-((((benzyloxy)carbonyl)(methyl)amino)methyl)-5-chlorothiophen-2-yl)-2-methylpyridin-3-yl)oxy)cyclohexane-1-carboxylic acid C(C1=CC=CC=C1)OC(=O)N(C)CC1=C(SC(=C1)Cl)C1=CC=C(C(=N1)C)O[C@@H]1C[C@H](CCC1)C(=O)O